N-(2-Hydroxy-5-(4-(trifluoromethyl)phenoxy)phenyl)-1-methyl-5-oxo-pyrrolidine-2-carboxamide OC1=C(C=C(C=C1)OC1=CC=C(C=C1)C(F)(F)F)NC(=O)C1N(C(CC1)=O)C